BrC1=CC(=C(OCC(=O)OC(C)(C)C)C=C1)C1=NOCC1OCCCC tert-butyl 2-[4-bromo-2-(4-butoxy-4,5-dihydroisoxazol-3-yl) phenoxy]acetate